tert-butyl-6-(3-hydroxyprop-1-yn-1-yl)-1-methyl-3,4-dihydroisoquinoline C(C)(C)(C)C1N=C(C2=CC=C(C=C2C1)C#CCO)C